rel-4-methyl-3-((3ar,5r,7s,7ar)-1,3,3,5,7-pentamethyloctahydrobenzo[c]isoxazol-5-yl)benzonitrile CC1=C(C=C(C#N)C=C1)[C@]1(C[C@@H]2[C@H](N(OC2(C)C)C)[C@H](C1)C)C |o1:9,11,12,19|